Maleylacetic acid C(C(=O)/C=C\C(=O)O)C(=O)O